4-((4-aminophenyl)methyl)-2-(trifluoromethyl)benzenamine NC1=CC=C(C=C1)CC1=CC(=C(C=C1)N)C(F)(F)F